(R)-(2-(Benzyloxy)-4-chloro-6-hydroxyphenyl)(6-(2-(dimethylamino)ethoxy)-4-((tetrahydrofuran-3-yl)amino)isoindolin-2-yl)methanone C(C1=CC=CC=C1)OC1=C(C(=CC(=C1)Cl)O)C(=O)N1CC2=CC(=CC(=C2C1)N[C@H]1COCC1)OCCN(C)C